FC[C@H]1[C@H]2C(N[C@@H]([C@H]12)COC1=NC=CC2=CC(=C(C=C12)OC)C(=O)N)=O 1-(((1S,2S,5S,6R)-6-(fluoromethyl)-4-oxo-3-azabicyclo[3.1.0]hexan-2-yl)methoxy)-7-methoxyisoquinoline-6-carboxamide